BrC1=C(C=CC(=C1)F)CN1N=NC=2CN(CCC21)C(=O)OC(C)(C)C Tert-Butyl 1-[1-(2-bromo-4-fluorophenyl)methyl]-1H,4H,5H,6H,7H-[1,2,3]triazolo[4,5-c]pyridine-5-carboxylate